BrC=1C(=NN2C1CN(CC2)C(=O)OCC2=CC=CC=C2)C(=O)OCC 5-Benzyl 2-ethyl 3-bromo-6,7-dihydropyrazolo[1,5-a]pyrazine-2,5(4H)-dicarboxylate